BrC=1C(N(C(N(C1)C)=O)CC1=NC(=NO1)C[C@H](O)C1=CC=C(C=C1)Cl)=O 5-bromo-3-({3-[(2S)-2-(4-chlorophenyl)-2-hydroxyethyl]-1,2,4-oxadiazol-5-yl}methyl)-1-methyl-1,2,3,4-tetrahydropyrimidine-2,4-dione